5-bromo-3-(2,4-difluorophenoxy)benzene-1,2-diamine BrC1=CC(=C(C(=C1)N)N)OC1=C(C=C(C=C1)F)F